sodium perfluoroalcohol borate B([O-])([O-])[O-].FO.[Na+].[Na+].[Na+]